N1N=NC(=C1)CNC(=O)[C@H]1N2C3=C(C=CC=C3C1)CC[C@@H](C2=O)NC([C@H]([C@H](CC)C)NC(C2=C(C=CC=C2)OC)=O)=O (2S,5S)-5-[(2S,3S)-2-(2-Methoxy-benzoylamino)-3-methyl-pentanoylamino]-4-oxo-1,2,4,5,6,7-hexahydro-azepino[3,2,1-hi]indole-2-carboxylic acid (1H-[1,2,3]triazol-4-ylmethyl)-amide